Cl.FC1=CC=C2CC(C2=C1)N 4-fluorobicyclo[4.2.0]octa-1,3,5-trien-7-amine hydrochloride